(2R)-N-[4,7-difluoro-2-hydroxy-2-[[2-[2-oxo-3-(3-oxo-4H-pyrazino[2,3-b][1,4]oxazin-6-yl)oxazolidin-5-yl]ethylamino]methyl]indan-5-yl]-2-(dimethylamino)propanamide FC1=C2CC(CC2=C(C=C1NC([C@@H](C)N(C)C)=O)F)(CNCCC1CN(C(O1)=O)C1=NC2=C(OCC(N2)=O)N=C1)O